N1=CC=CC2=CC=CC(=C12)[O-].N1=CC=CC2=CC=CC(=C12)[O-].N1=CC=CC2=CC=CC(=C12)[O-].[Al+3] aluminum tris(8-quinolinolate)